C(C1=CC=CC=C1)N1CCCC2=CC=CC=C12 1-benzyl-1,2,3,4-tetrahydroquinolin